C1N(CC12CCC2)C[C@H]2NCC1=CC=CC=C1C2 (3S)-3-(2-azaspiro[3.3]hept-2-ylmethyl)-1,2,3,4-tetrahydroisoquinoline